4,5-dihydro-5-oxo-1-(4-sulfophenyl)-4-((4-sulfophenyl)azo)-1H-pyrazol-3-carboxylic acid O=C1C(C(=NN1C1=CC=C(C=C1)S(=O)(=O)O)C(=O)O)N=NC1=CC=C(C=C1)S(=O)(=O)O